[Br-].C(C#C)[S+](C)CCO Propargyl-(2-hydroxyethyl)-methyl-sulfonium bromide